N-[3-[5-chloro-2-(difluoromethoxy)phenyl]-1-[2-[4-(cyclopropylmethyl)piperazin-1-yl]-2-oxoethyl]-1H-pyrazol-4-yl]pyrazolo[1,5-a]pyrimidine-3-carboxamide ClC=1C=CC(=C(C1)C1=NN(C=C1NC(=O)C=1C=NN2C1N=CC=C2)CC(=O)N2CCN(CC2)CC2CC2)OC(F)F